6-fluoro-5-[4-({6-fluoro-4-oxo-5H-pyrrolo[1,2-a]quinoxalin-7-yl}methyl)piperazin-1-yl]-N-methylpyridine-2-carboxamide FC1=C(C=CC(=N1)C(=O)NC)N1CCN(CC1)CC=1C(=C2NC(C=3N(C2=CC1)C=CC3)=O)F